BrC=1C(=C2C=3C(=NC(=NC3C1F)OC[C@]13CCCN3C[C@@H](C1)F)N([C@@H](CCO2)C)CC(F)F)Cl (R)-10-bromo-9-chloro-4-(2,2-difluoroethyl)-11-fluoro-2-(((2R,7aS)-2-fluorotetrahydro-1H-pyrrolizin-7a(5H)-yl)methoxy)-5-methyl-4,5,6,7-tetrahydro-[1,5]oxazocino[4,3,2-de]quinazoline